1-(1-(6-(3-methoxytetrahydrofuran-3-yl)-4-methylpyridin-2-yl)-3-(1-methylazetidin-3-yl)-1H-pyrrolo[3,2-c]pyridin-6-yl)urea COC1(COCC1)C1=CC(=CC(=N1)N1C=C(C=2C=NC(=CC21)NC(=O)N)C2CN(C2)C)C